N-(tert-butyl)-1-methoxypropane-2-amine C(C)(C)(C)NC(COC)C